[Si](C)(C)(C(C)(C)C)OC1=CC=C(C=C1)C(C(=O)NC1=CC=2C(=CN=CC2)S1)CN1C(C2=CC=CC=C2C1=O)=O 2-(4-((tert-Butyldimethylsilyl)oxy)phenyl)-3-(1,3-dioxoisoindolin-2-yl)-N-(thieno[2,3-c]pyridin-2-yl)propanamide